N4-[3,4,5-tris(octadecyloxy)benzoyl]-3'-isopropoxydiisopropylsilyldeoxycytidine C(CCCCCCCCCCCCCCCCC)OC=1C=C(C(=O)NC2=NC(N([C@H]3C[C@](O)([C@@H](CO)O3)[Si](C(C)C)(C(C)C)OC(C)C)C=C2)=O)C=C(C1OCCCCCCCCCCCCCCCCCC)OCCCCCCCCCCCCCCCCCC